C1CC(=O)N(C1=O)OC(=O)C2=CC3=C(C=C(C=C3)O)OC2=O n-succinimidyl 7-hydroxycoumarin-3-carboxylate